(S)-1-(7-ethoxy-4-(1-methyl-3-phenyl-1H-pyrazol-4-yl)quinazolin-6-yl)ethan-1-ol Tert-butyl-(S)-2-(p-tolyl)pyrrolidine-1-carboxylate C(C)(C)(C)[C@]1(N(CCC1)C(=O)O[C@@H](C)C=1C=C2C(=NC=NC2=CC1OCC)C=1C(=NN(C1)C)C1=CC=CC=C1)C1=CC=C(C=C1)C